FC1=NC(=C(C(=C1F)C=1C=C(C=C(C1)O)O)F)F 5-(2,3,5,6-tetrafluoropyridin-4-yl)benzene-1,3-diol